C(C)(C)(C)N[Ta](N(CC)C)(N(CC)C)N(C)CC (tert-butylamino)tris(ethylmethylamino)tantalum